OCCNC1=CC(=C(C=C1[N+](=O)[O-])Cl)NCCO 1,3-bis(β-hydroxyethyl)amino-4-chloro-6-nitrobenzene